5-((3-(dimethylamino)-1,1-difluoropropan-2-yl)oxy)-N-(5-fluoroquinolin-6-yl)-7-(1-methyl-1H-pyrazol-4-yl)quinazolin-4-amine CN(CC(C(F)F)OC1=C2C(=NC=NC2=CC(=C1)C=1C=NN(C1)C)NC=1C(=C2C=CC=NC2=CC1)F)C